COC1=CC=C(C=C1)CN1CC2(CCC2)C(CC1)NCC=1C(=NC(=NC1)SC)NC 6-[(4-methoxyphenyl)methyl]-N-[[4-(methylamino)-2-methylsulfanyl-pyrimidin-5-yl]methyl]-6-azaspiro[3.5]nonan-9-amine